4-((7-Methoxy-1H-imidazo[4,5-c][1,8]naphthyridin-1-yl)methyl)benzenesulfonamide benzyl-(3S)-4-[2-(4-tert-butoxycarbonyl-1-piperidyl)ethyl]-3-methyl-piperazine-1-carboxylate C(C1=CC=CC=C1)OC(=O)N1C[C@@H](N(CC1)CCN1CCC(CC1)C(=O)OC(C)(C)C)C.COC=1C=CC=2C3=C(C=NC2N1)N=CN3CC3=CC=C(C=C3)S(=O)(=O)N